N1C(=CC=C1)CNC=1C=C2CCC(NC2=CC1F)=O 6-(((1H-pyrrol-2-yl)methyl)amino)-7-fluoro-3,4-dihydroquinolin-2(1H)-one